N,N-dimethylphenylsulfonamide CN(S(=O)(=O)C1=CC=CC=C1)C